C1(CC1)C1=C(C(=NO1)C1=C(C=CC=C1Cl)Cl)C(=O)O[C@H]1[C@@H]2CN([C@H](C1)C2)C=2SC1=C(N2)C(=CC(=C1)C(=O)O)F 2-[(1s,4s,5r)-5-[5-cyclopropyl-3-(2,6-dichlorophenyl)-1,2-oxazole-4-carbonyloxy]-2-azabicyclo[2.2.1]heptan-2-yl]-4-fluoro-1,3-benzothiazole-6-carboxylic acid